C(C)(C)(C)OC(=O)N1[C@H](C[C@@H](CC1)C(F)(F)F)C1=NC=CC=C1C1OCCO1 |r| rac-(2R,4R)-2-(3-(1,3-dioxolan-2-yl)pyridin-2-yl)-4-(trifluoromethyl)piperidine-1-carboxylic acid tert-butyl ester